3-({5'-chloro-7'-oxo-7',8'-dihydro-6'H-spiro[cyclohexane-1,9'-furo[2,3-f]quinazoline]-2'-ylmethyl}(methyl)amino)-N-methylpropanamide ClC=1C=C2C(=C3C4(NC(NC13)=O)CCCCC4)OC(=C2)CN(CCC(=O)NC)C